CC1CN(C2=CC=CC(=C2N1)C(F)(F)F)C(=O)C1=C(C=CC(=C1)N1N=C(N=C1)C(C)C)OC [3,4-dihydro-3-methyl-5-(trifluoromethyl)-1(2H)-quinoxalinyl][2-methoxy-5-[3-(1-methylethyl)-1H-1,2,4-triazol-1-yl]phenyl]methanone